COC=1C=C(CCN2C=CC=3C(=NC=4C=CC=CC4C32)C)C=CC1 1-(3-methoxyphenethyl)-4-methyl-1H-pyrrolo[3,2-c]quinoline